Ethyl (1S,4R)-4-[[[3-(3,5-difluorophenyl)-5-methoxy-4H-1,2-oxazol-5-yl]carbonyl] amino]-cyclopent-2-en-1-carboxylat FC=1C=C(C=C(C1)F)C1=NOC(C1)(OC)C(=O)N[C@H]1C=C[C@H](C1)C(=O)OCC